O=C1NC(CCC1N1C(C2=CC=C(C=C2C1)N1CCC(CC1)CN1CC2(C1)CCN(CC2)C(=O)OC(C)(C)C)=O)=O tert-butyl 2-[[1-[2-(2,6-dioxo-3-piperidyl)-1-oxo-isoindolin-5-yl]-4-piperidyl]methyl]-2,7-diazaspiro[3.5]nonane-7-carboxylate